N-(3-(N-(3-(trifluoromethyl)phenyl)sulfamoyl)phenyl)-4,5,6,7-tetrahydrobenzo[b]thiophene-2-carboxamide FC(C=1C=C(C=CC1)NS(=O)(=O)C=1C=C(C=CC1)NC(=O)C1=CC2=C(S1)CCCC2)(F)F